diphenyltriazineyl[phenyl(dimethylfluorenyl)dibenzofuranyl]benzene C1(=CC=CC=C1)C1=C(C(=C(C=C1)C1=C(C(=CC=2OC3=C(C21)C=CC=C3)C3=CC=CC=C3)C3=C(C(=CC=2C1=CC=CC=C1CC32)C)C)C3=NN=NC=C3)C3=CC=CC=C3